C(CCCCCCCCCCCCCCC)N1C(=C(C(C2=C(C=C(C=C12)OC)OCC)=O)OCC)C1=CC(=C(C=C1)OCC)OC N-hexadecyl-2-(3-methoxy-4-ethoxyphenyl)-7-methoxy-3,5-diethoxyquinolin-4-one